N-(2-bromophenyl)-3-phenyl-2-(p-tolyl)acrylamide BrC1=C(C=CC=C1)NC(C(=CC1=CC=CC=C1)C1=CC=C(C=C1)C)=O